C(C)(=O)C1=C(C2=C(N=C(N=C2)NC2=NC=C(C=C2)N(CCOC)CCOC)N(C1=O)C1CCCC1)C 6-Acetyl-2-{5-[bis-(2-methoxy-ethyl)-amino]-pyridin-2-ylamino}-8-cyclopentyl-5-methyl-8H-pyrido[2,3-d]pyrimidin-7-one